ClC1=NC=C(C(=N1)NCC1=C(C=CC=C1)F)C(=O)N 2-chloro-4-[(2-fluorobenzyl)amino]pyrimidin-5-carboxamide